6-(4-amino-4-phenylpiperidin-1-yl)-3-(3,4-dichloro-2-methyl-2H-indazol-5-yl)-1H-pyridine NC1(CCN(CC1)C1=CC=C(CN1)C1=C(C2=C(N(N=C2C=C1)C)Cl)Cl)C1=CC=CC=C1